3-[2-(6-Chloro-1-methyl-1,3-benzodiazol-5-yl)ethynyl]-5-(methylamino)-1-[(3S)-1-(prop-2-enoyl)pyrrolidin-3-yl]pyrazole-4-carboxamide ClC=1C(=CC2=C(N(C=N2)C)C1)C#CC1=NN(C(=C1C(=O)N)NC)[C@@H]1CN(CC1)C(C=C)=O